Cl.N1C[C@@H](CC1)C(C)(C)O 2-[(3R)-pyrrolidin-3-yl]propan-2-ol hydrochloride